COC1=CC=C(C=C1)SCC1=CC=CO1 furfuryl (4-methoxyphenyl) thioether